N-cyclohexyl-6-[(2R,4S)-4-fluoro-2-[5-fluoro-2-(methylsulfanyl)phenyl]pyrrolidin-1-yl]imidazo[1,2-b]pyridazine-3-carbothioamide C1(CCCCC1)NC(=S)C1=CN=C2N1N=C(C=C2)N2[C@H](C[C@@H](C2)F)C2=C(C=CC(=C2)F)SC